NCC1=CN=C2N1C=C(C=C2)C2=CC=C(C(=C2OCCC=2C(=NN(C2C)C)C(C(C)(C)C)O)F)F 1-(4-(2-(6-(3-(aminomethyl)imidazo[1,2-a]pyridin-6-yl)-2,3-difluorophenoxy)ethyl)-1,5-dimethyl-1H-pyrazol-3-yl)-2,2-dimethylpropan-1-ol